7-chloro-5-methyl-4-oxo-1-(1,3-thiazol-5-yl)-1,4-dihydro-1,8-naphthyridine-3-carboxylic acid ClC1=CC(=C2C(C(=CN(C2=N1)C1=CN=CS1)C(=O)O)=O)C